rac-1-benzyl 3-methyl (3R,5S)-5-methylpiperazine-1,3-dicarboxylate C[C@@H]1N[C@H](CN(C1)C(=O)OCC1=CC=CC=C1)C(=O)OC |r|